methyl 4,6-dioxoheptanoate O=C(CCC(=O)OC)CC(C)=O